[N+](=O)([O-])[O-].C[P+](CCCCCCCC)(CCCCCCCC)CCCCCCCC Methyl-tri-n-octyl-phosphonium nitrat